3,3-dimethyl-1-(pent-4-en-1-yn-1-yl)cyclohexan-1-ol CC1(CC(CCC1)(O)C#CCC=C)C